BrC1=C(C#N)C=CC(=C1)OC(F)F 2-bromo-4-(difluoro-methoxy)benzonitrile